C(C)(C)(C)OC(N(CC=1SC=CC1)C1=C2C(=NC(=C1)Cl)C(=C(S2)[C@@]2([C@H](CCCC2)NC(=O)OC(C)(C)C)F)Cl)=O (2-((1R,2S)-2-((tert-Butoxycarbonyl)amino)-1-fluorocyclohexyl)-3,5-dichlorothieno[3,2-b]pyridin-7-yl)(thiophen-2-ylmethyl)carbamic acid tert-butyl ester